2-[(methylamino)methyl]-1,3-benzoxazol CNCC=1OC2=C(N1)C=CC=C2